ClC1=CC=C(NC1=O)C(=O)N(C)[C@H]1COCC=2NC(C=3C=C(C(=CC3C21)F)F)=O (R)-5-chloro-N-(8,9-difluoro-6-oxo-1,4,5,6-tetrahydro-2H-pyrano[3,4-c]isoquinolin-1-yl)-N-methyl-6-oxo-1,6-dihydropyridine-2-carboxamide